N-dodecyl-4-bromo-1,8-naphthalimide CCCCCCCCCCCCN1C(=O)C2=C3C(=C(C=C2)Br)C=CC=C3C1=O